BrC=1C=C(C=C2C(NCC12)=O)CN(C(OC(C)(C)C)=O)C1(CCC1)C tert-butyl N-[(7-bromo-3-oxo-1,2-dihydroisoindol-5-yl)methyl]-N-(1-methylcyclobutyl)carbamate